C12(C(=O)CC(CC1)C2(C)C)C racemic-(+/-)-camphor